C(C)N(S(=O)(=O)C1=NC(=CC=C1)C)[C@@H](C(F)(F)F)C1=CC=C(C=C1)F (R)-N-ethyl-6-methyl-N-(2,2,2-trifluoro-1-(4-fluorophenyl)ethyl)pyridine-2-sulfonamide